BrC1=NC(=CC(=C1OC)Br)C 2,4-dibromo-3-methoxy-6-methylpyridine